(cis)-3-((4-(2-azidopropan-2-yl)-6-(((R)-7,7,8-trimethyl-5-oxo-7,8-dihydro-5H-pyrano[4,3-b]pyridin-2-yl)amino)-2,7-naphthyridin-1-yl)oxy)cyclobutane-1-carboxylic acid methyl ester COC(=O)[C@@H]1C[C@@H](C1)OC1=NC=C(C2=CC(=NC=C12)NC1=CC=C2C(=N1)[C@H](C(OC2=O)(C)C)C)C(C)(C)N=[N+]=[N-]